Br[C@]1([C@H]([C@H]([C@@H](O1)N1C(=O)NC(=O)C=C1)O)O)CO 4'-bromo-uridine